3-METHYL-5-OXO-4,5-DIHYDRO-1H-PYRAZOLE-4-CARBOXYLIC ACID CC1=NNC(C1C(=O)O)=O